5-(7-fluoroimidazo[1,2-a]pyridin-3-yl)-2-((6'-methyl-2,3,5,6,6',7'-hexahydrospiro[pyran-4,5'-pyrrolo[3,4-b]pyridin]-2'-yl)amino)benzamide FC1=CC=2N(C=C1)C(=CN2)C=2C=CC(=C(C(=O)N)C2)NC2=CC=C1C(=N2)CN(C12CCOCC2)C